3-{[5-(2,6-Dichlorophenyl)-1-trityl-1H-indazol-3-yl]carbamoyl}piperidine-1-carboxylic acid tert-butyl ester C(C)(C)(C)OC(=O)N1CC(CCC1)C(NC1=NN(C2=CC=C(C=C12)C1=C(C=CC=C1Cl)Cl)C(C1=CC=CC=C1)(C1=CC=CC=C1)C1=CC=CC=C1)=O